1-(4-Methoxyphenyl)-7-oxo-6-(1-(2-oxopyrrolidin-3-yl)piperidin-4-yl)-4,5,6,7-tetrahydro-1H-pyrazolo[3,4-c]pyridine-3-carboxamide COC1=CC=C(C=C1)N1N=C(C2=C1C(N(CC2)C2CCN(CC2)C2C(NCC2)=O)=O)C(=O)N